N-(6-fluoro-2-oxo-2,3-dihydropyridin-4-yl)-4-methylpiperidine-4-carboximidamide FC=1C=C(CC(N1)=O)NC(=N)C1(CCNCC1)C